methyl N-methoxy-N-[2-[[(3,5,6-trichloro-2-pyridinyl)oxy]-methyl]phenyl]carbamate CON(C(OC)=O)C1=C(C=CC=C1)COC1=NC(=C(C=C1Cl)Cl)Cl